C(C)(C)(C)OC(=O)N1CCC(=C1)C1=NC(=C2C(=N1)N(N=C2)C(C)C)NC=2N=CN(C2)C2=CC(=C(C(=C2)OC)OC)OC 4-(1-isopropyl-4-((1-(3,4,5-trimethoxyphenyl)-1H-imidazol-4-yl)amino)-1H-pyrazolo[3,4-d]pyrimidin-6-yl)-2,3-dihydro-1H-pyrrole-1-carboxylic acid tert-butyl ester